CN(C1=CC=C(C=2C=CC=NC12)C#N)C1=CC=C(C=C1)C(F)(F)F 8-[methyl-{4-(trifluoromethyl)phenyl}amino]quinoline-5-carbonitrile